The molecule is an organic chloride salt composed of 1-carbamoyl-7-(dimethylamino)-3,4-dihydroxyphenoxazin-5-ium and chloride ions in a 1:1 ratio. A histological dye used in solution with an iron alum mordant as a hematoxylin substitute in the H&E stain. It has a role as a histological dye and a fluorochrome. It contains a Gallamin blue(1+). CN(C)C1=CC2=C(C=C1)NC3=C(O2)C(=O)C(=O)C=C3C(=O)[NH3+].[Cl-]